C(C)OOOCC ethoxyether